N[C@@H](C)C(=O)OCC(C#CC1=CC2=C(OC[C@@H](C(N2C)=O)NC(C2=NC=CC(=C2)OC2=CC=CC=C2)=O)C=C1)(C)C 2,2-dimethyl-4-((S)-5-methyl-4-oxo-3-(4-phenoxypicolinamido)-2,3,4,5-tetrahydrobenzo[b][1,4]oxazepin-7-yl)but-3-yn-1-yl L-alaninate